BrC=1C(=NC=CC1)C#N 3-Bromo-pyridine-2-carbonitrile